dimethyl-bicyclo[2.2.2]octane-1,4-dicarboxylic acid CC1(C2(CCC(C1)(CC2)C(=O)O)C(=O)O)C